C(C)[Si]1(O[Si](O[Si](O[Si](O1)(C(C)C)CC)(C(C)C)CC)(C(C)C)CC)C(C)C 2,4,6,8-tetraethyl-2,4,6,8-tetrakis(1-methylethyl)cyclotetrasiloxane